6-(2-chloro-6-fluorophenyl)-4-hydroxypyridazine-3-carboxylate ClC1=C(C(=CC=C1)F)C1=CC(=C(N=N1)C(=O)[O-])O